C(C\C=C\C#CC=C)=O (3E)-3,7-octadiene-5-ynal